O1C(CCCC1)N1N=CC(=C1)C=1C=C(C=C(C1)C=1C=NN(C1)C1OCCCC1)C1=CC(=CC(=C1)C=1C=NN(C1)C1OCCCC1)C=1C=NN(C1)C1OCCCC1 3,3',5,5'-tetra(1-(tetrahydro-2H-pyran-2-yl)-1H-pyrazol-4-yl)-1,1'-biphenyl